4-bromo-2-[3-(3-bromophenyl)ureido]-N-(3-hydroxy-propyl)benzamide BrC1=CC(=C(C(=O)NCCCO)C=C1)NC(=O)NC1=CC(=CC=C1)Br